β-(3,5-di-tert-butyl-4-hydroxyphenyl)-propionic acid amide C(C)(C)(C)C=1C=C(C=C(C1O)C(C)(C)C)CCC(=O)N